tert-butyl N-[(4-bromo-2-pyridyl)methyl]-N-(2-methoxyethyl)carbamate BrC1=CC(=NC=C1)CN(C(OC(C)(C)C)=O)CCOC